C(CC1=C2C(C(=O)N(C2=O)Br)=C(C(=C1Br)Br)Br)C1=C2C(C(=O)N(C2=O)Br)=C(C(=C1Br)Br)Br Ethylen-bis(tetrabromo-phthalimid)